benzyl (2S,4R)-4-fluoro-1-(2-tert-butoxy-2-oxoacetyl)pyrrolidine-2-carboxylate F[C@@H]1C[C@H](N(C1)C(C(=O)OC(C)(C)C)=O)C(=O)OCC1=CC=CC=C1